2-(trimethylsilyl)ethyl 8-bromo-4,5-dihydrobenzo[b]thieno[2,3-d]oxepine-9-carboxylate BrC=1C(=CC2=C(OCCC3=C2SC=C3)C1)C(=O)OCC[Si](C)(C)C